FC1=CC=C(C=C1)C=1N=CN(C1C=1C=C2C=C(C=NC2=CC1)C1=CC=C(C(=O)O)C=C1)C(C)C 4-(6-(4-(4-fluorophenyl)-1-isopropyl-1H-imidazol-5-yl)quinolin-3-yl)benzoic acid